benzoinphenone C=1(C(=CC=CC1)C(=O)C1=CC=CC=C1)C(=O)C(O)C1=CC=CC=C1